ethyl (2S,7aR)-2-hydroxy-5-oxotetrahydro-1H-pyrrolizine-7a(5H)-carboxylate O[C@H]1C[C@]2(CCC(N2C1)=O)C(=O)OCC